(1-(4-fluorobenzyl)-3-methyl-1H-pyrazol-4-yl)methylamine hydrochloride Cl.FC1=CC=C(CN2N=C(C(=C2)CN)C)C=C1